N=1N2C(=C(C1)C1=NC(=C(C(=O)NC=3C=NC(=NC3)N3[C@H](CN(CC3)C3=NC=C(N=C3)F)C)C=C1)F)CCC2 (S)-6-(5,6-dihydro-4H-pyrrolo[1,2-b]pyrazol-3-yl)-2-fluoro-N-(2-(4-(5-fluoropyrazin-2-yl)-2-methylpiperazin-1-yl)pyrimidin-5-yl)nicotinamide